(R)-N-(1-(3-benzyl-7-chloro-4-oxo-3,4-dihydroquinazolin-2-yl)-2-methylpropyl)-N-(3-((10-bromodecyl)amino)propyl)-4-methyl-benzamide C(C1=CC=CC=C1)N1C(=NC2=CC(=CC=C2C1=O)Cl)[C@@H](C(C)C)N(C(C1=CC=C(C=C1)C)=O)CCCNCCCCCCCCCCBr